4-bromo-N,N,2-trimethylbenzamide CC1=C(C=CC(=C1)Br)C(=O)N(C)C